FC(CN1C(=NC=2N=C(NC2C1=O)C=1C=NN(C1)CC#CC=1C=C(C(=O)O)C=CC1)CC)F 3-(3-{4-[1-(2,2-Difluoro-ethyl)-2-ethyl-6-oxo-6,7-dihydro-1H-purin-8-yl]-pyrazol-1-yl}-prop-1-ynyl)-benzoic acid